C(C)(C)(C)C1=CC=C(C=C1)C1=NC(=NC(=N1)C1=CC=CC=C1)C1=CC=CC=C1 2-(4'-tert-butylphenyl)-4,6-diphenyl-1,3,5-triazine